S1C=C(C2=C1C=CC=C2)C2N(CC(CC2)C)C(C(=O)NC2=C(C(=NC=C2)OC)C(=O)N)=O [[2-[2-(benzothiophen-3-yl)-5-methyl-1-piperidyl]-2-oxo-acetyl]amino]-2-methoxy-pyridine-3-carboxamide